O[C@H](CC(=O)SCCNC(CCNC([C@@H](C(COP(OP(OC[C@@H]1[C@H]([C@H]([C@@H](O1)N1C=NC=2C(N)=NC=NC12)O)OP(=O)(O)O)(=O)O)(=O)O)(C)C)O)=O)=O)C (S)-3-hydroxybutanoyl-CoA